BrC=1C=C2CCC(C2=CC1)N1CC(C1)(O)C 1-(5-bromoindan-1-yl)-3-methyl-azetidin-3-ol